Ethanol dipropionate C(CC)(=O)O.C(CC)(=O)O.C(C)O